tert-butyl (R)-4-(7-(3-cyanophenyl)-5-cyclopropyl-7H-pyrrolo[2,3-d]pyrimidin-4-yl)-2-methylpiperazine-1-carboxylate C(#N)C=1C=C(C=CC1)N1C=C(C2=C1N=CN=C2N2C[C@H](N(CC2)C(=O)OC(C)(C)C)C)C2CC2